10,11-dihydro-5H-benzo[4',5']cyclohepta[1',2':4,5]benzo[1,2-d][1,3]dioxol-5-one O1COC2=C1C=C1C(=C2)C(C2=C(CC1)C=CC=C2)=O